lysyl-amphetamine N[C@@H](CCCCN)C(=O)NC(C)CC1=CC=CC=C1